cobalt corrinol C12(CCC(=N1)C=C1CCC(=N1)C=C1CCC(=N1)C=C1CCC2N1)O.[Co]